C(C)OC(C(CCC(=O)NCC=1C=C2CN(C(C2=CC1)=O)C1C(NC(CC1)=O)=O)(F)F)=O.OC(O)(O)NC Trihydroxymethylaminomethane ethyl-5-(((2-(2,6-dioxopiperidin-3-yl)-1-oxoisoindolin-5-yl)methyl)amino)-2,2-difluoro-5-oxopentanoate